ClC(=O)OC1CCC1 cyclobutyl chloroformate